SC=1NC=NN1 2-mercapto-1,3,4-triazole